(2R,3R,4R,5S)-2-methyl-1-((1,2,3,4-tetrahydronaphthalen-2-yl)methyl)piperidine-3,4,5-triol C[C@H]1N(C[C@@H]([C@H]([C@@H]1O)O)O)CC1CC2=CC=CC=C2CC1